2,7,10,13,16-pentaazaicosan-20-oic acid CNCCCCNCCNCCNCCNCCCC(=O)O